2-{4-[(tert-Butoxy)carbonyl]piperazin-1-yl}-1,3-oxazole-5-carboxylic acid C(C)(C)(C)OC(=O)N1CCN(CC1)C=1OC(=CN1)C(=O)O